N-(2-(1-(3-(1-(2-(2,6-dioxopiperidin-3-yl)-1,3-dioxoisoindolin-5-yl)piperidin-4-yl)propyl)piperidin-4-yl)-6-(2-hydroxyprop-2-yl)-2H-indazol-5-yl)-6-(trifluoromethyl)pyridinecarboxamide O=C1NC(CCC1N1C(C2=CC=C(C=C2C1=O)N1CCC(CC1)CCCN1CCC(CC1)N1N=C2C=C(C(=CC2=C1)NC(=O)C1=NC(=CC=C1)C(F)(F)F)C(C)(C)O)=O)=O